(4R,6R)-6-(1-methylcyclopropyl)-N-(2-((R)-9-(pyridin-2-yl)-6-oxaspiro[4.5]decan-9-yl)ethyl)-5,6-dihydro-4H-pyrrolo[1,2-b]pyrazol-4-amine CC1(CC1)[C@H]1C[C@H](C=2N1N=CC2)NCC[C@]2(CCOC1(CCCC1)C2)C2=NC=CC=C2